5-(3-(3-(3-((1r,3r)-3-((5-(8,9-difluoro-5-methyl-5H-pyrido[4,3-b]indol-7-yl)pyridin-2-yl)oxy)cyclobutoxy)propoxy)propoxy)azetidin-1-yl)-2-(2,6-dioxopiperidin-3-yl)isoindoline-1,3-dione FC1=C(C=2C3=C(N(C2C=C1C=1C=CC(=NC1)OC1CC(C1)OCCCOCCCOC1CN(C1)C=1C=C2C(N(C(C2=CC1)=O)C1C(NC(CC1)=O)=O)=O)C)C=CN=C3)F